N1C=C(C2=CC=CC=C12)C(C)=O 1-(1H-indol-3-yl)ethan-1-one